nickel copper chromium aluminum [Al].[Cr].[Cu].[Ni]